tert-butyl (4-fluoro-4-((4-methoxybenzyl)carbamoyl)cyclohexyl)carbamate FC1(CCC(CC1)NC(OC(C)(C)C)=O)C(NCC1=CC=C(C=C1)OC)=O